OCC(C1=CC=C(C=C1)CC1=NC=CC=C1)N1N=CC(=C1)C(=O)OCC ethyl 1-(2-hydroxy-1-(4-(pyridin-2-ylmethyl)phenyl)ethyl)-1H-pyrazole-4-carboxylate